C(C)OC(=O)C1=CC=C(C=C1)C1=CC=C(C=C1)C(C)OC=O ethyl-4'-(1-(formyloxy) ethyl)-[1,1'-biphenyl]-4-carboxylate